OC(CC1=CC=C(C=C1)C(C)C)(C)C 2-hydroxy-2-methyl-1-(4-isopropylphenyl)propan